isobutyl ((naphthalen-1-yloxy)(perfluoro-phenoxy)phosphoryl)-L-alaninate C1(=CC=CC2=CC=CC=C12)OP(=O)(OC1=C(C(=C(C(=C1F)F)F)F)F)N[C@@H](C)C(=O)OCC(C)C